C(C)(C)(C)[C@@H]1C=2C=C(C(N(C2C2=NC(=C(C=C2C1)OCCCOC)OC)C1CC1)=O)C#N |r| (RS)-5-(tert-butyl)-1-cyclopropyl-9-methoxy-8-(3-methoxypropoxy)-2-oxo-1,2,5,6-tetrahydro-1,10-phenanthroline-3-carbonitrile